C(C1=CC=CC=C1)O[C@]1([C@@H]([C@@H](C)C2=CSC=3C2=NC(=CC3N3CC2C(C3)CCC2)Cl)F)[C@H](O1)COCC1=CC=CC=C1 3-[(2S,3R,4R,5R)-4-(benzyloxy)-5-[(benzyloxy)methyl]-3-Fluoroepoxypent-2-yl]-5-chloro-7-{hexahydro-1H-cyclopenta[c]Pyrrol-2-yl}thieno[3,2-b]Pyridine